3-[2-(2-oxo-1,3-dioxolan-4-ylidene)ethoxy]-N-[6-[3-[2-(2-oxo-1,3-dioxolan-4-ylidene)ethoxy]propanoylamino]hexyl]propanamide O=C1OCC(O1)=CCOCCC(=O)NCCCCCCNC(CCOCC=C1OC(OC1)=O)=O